O/C=C(\C)/C=1C=C(C=CC1)C1(COC1)C(=O)O 3-[3-[(E)-2-hydroxy-1-methyl-vinyl]phenyl]oxetane-3-carboxylic acid